2-Acryloylamino-2-methylpropane-1-sulfonic acid C(C=C)(=O)NC(CS(=O)(=O)O)(C)C